O1C(=CC2=C1C=CC=C2)CN2C=CC1=CC(=CC(=C21)C(=O)OC)F methyl 1-(benzofuran-2-ylmethyl)-5-fluoro-1H-indole-7-carboxylate